bisimidazolyl-carbon N1C(=NC=C1)[C]C=1NC=CN1